C(#N)N1C[C@]2(CC2C1)NC(=O)C=1SC(=CN1)C=1C=NC=CC1NC1=CC=CC=C1 N-((1R)-3-Cyano-3-azabicyclo[3.1.0]hexan-1-yl)-5-(4-(phenylamino)pyridin-3-yl)thiazol-2-carboxamid